N(=C=O)CCC=C(C(=O)O)C.C(C(=C)C)(=O)OCCN=C=O 2-isocyanatoethyl methacrylate (2-isocyanato ETHYL METHACRYLATE)